[C@H]12CN(C[C@H](CC1)N2)C2=NC(=NC1=C(C(=C(C=C21)F)C2=CC(=CC1=CC=C(C(=C21)CC)F)O)F)\C=C\C(C)(C)O 4-(4-((1R,5S)-3,8-diazabicyclo[3.2.1]octan-3-yl)-6,8-difluoro-2-((E)-3-hydroxy-3-methylbut-1-en-1-yl)quinazolin-7-yl)-5-ethyl-6-fluoronaphthalen-2-ol